Cl.N[C@@H]1CN(CC[C@H]1F)C1=NC2=C(N1[C@@H](C)C1=NC=C(C#N)C=C1)C=CC=C2 6-((S)-1-(2-((3R,4R)-3-Amino-4-fluoropiperidin-1-yl)-1H-benzo[d]imidazol-1-yl)ethyl)nicotinonitril-hydrochlorid